Methyl-(S,E)-(7-amino-1-((1-((7-isobutylbenzo[d]thiazol-2-yl)methyl)-2-oxo-1,2-dihydropyridin-3-yl)amino)-1,7-dioxohept-5-en-2-yl)carbamat COC(N[C@H](C(=O)NC=1C(N(C=CC1)CC=1SC2=C(N1)C=CC=C2CC(C)C)=O)CC\C=C\C(=O)N)=O